N-methylpyrrolidin-3-amine trifluoroacetic acid salt FC(C(=O)O)(F)F.CNC1CNCC1